FC1(CN(CC1)C1=NC(=C2C(=N1)N(N=C2)C2=CC=CC=C2)NC(=O)C=2SC(=CC2)[N+](=O)[O-])F N-(6-(3,3-difluoropyrrolidin-1-yl)-1-phenyl-1H-pyrazolo[3,4-d]pyrimidin-4-yl)-5-nitrothiophene-2-carboxamide